NC=1C2=C(N=CN1)C(=CS2)[C@H]2[C@@H]([C@@H]([C@](O2)(CO)CCl)O)F (2R,3R,4R,5S)-5-(4-aminothieno[3,2-d]pyrimidin-7-yl)-2-(chloromethyl)-4-fluoro-2-(hydroxymethyl)tetrahydrofuran-3-ol